FC1=C(C=CC(=C1)F)S1C[C@@H](CN2C(N=C(C3=CC(=CC1=C23)C(F)(F)F)N2CCN(CC2)C(=O)OC(C)(C)C)=O)OC tert-butyl 4-((3R)-l-1-(2,4-difluorophenyl)-3-methoxy-6-oxo-10-(trifluoromethyl)-3,4-dihydro-2H,6H-[1,4]thiazepino[2,3,4-ij]quinazolin-8-yl)piperazine-1-carboxylate